O1C2=C(NC(C1)=O)CNCC2 5,6,7,8-tetrahydro-4H-pyrido[4,3-b][1,4]oxazin-3-one